2-oxo-1,3,7-triazaspiro[4.5]decane O=C1NC2(CN1)CNCCC2